S1C=NC2=C1C=C(C=C2)C2=CC(=NN2C2=NC(=CC=C2)C)CC(=O)NC2=CC=C(C=C2)SC2CC2 5-(benzo[d]thiazol-6-yl)-N-(4-(cyclopropylthio)phenyl)-1-(6-methylpyridin-2-yl)-1H-pyrazole-3-carboxyamide